ClC=1C=CC2=C(C(CNCC2)C)C1 8-chloro-1-methyl-2,3,4,5-tetrahydro-1H-3-benzazepine